(2S,4S)-4-fluoro-1-[2-[4-[(6-methoxy-2-methyl-4-quinolinyl)oxy]-1-piperidinyl]acetyl]pyrrolidine-2-carbonitrile F[C@H]1C[C@H](N(C1)C(CN1CCC(CC1)OC1=CC(=NC2=CC=C(C=C12)OC)C)=O)C#N